ClC1=CC(=C(OCC2=CC=CC(=N2)OC2CCN(CC2)CC2=NC3=C(N2C[C@H]2OCC2)C=C(C=C3)C(=O)O)C=C1)F 2-{[4-({6-[(4-chloro-2-fluorophenoxy)methyl]pyridin-2-yl}oxy)piperidin-1-yl]methyl}-1-{[(2S)-oxetan-2-yl]methyl}-1H-1,3-benzodiazole-6-carboxylic acid